N-(3-((4-(3-Amino-1H-indazol-5-yl)pyridin-2-yl)amino)phenyl)benzamide NC1=NNC2=CC=C(C=C12)C1=CC(=NC=C1)NC=1C=C(C=CC1)NC(C1=CC=CC=C1)=O